FC=1C=C(C=CC1)[C@H](CNC(C)(C)C1CCC(CC1)C(=O)OC)O methyl (1S,4s)-4-(2-(((R)-2-(3-fluorophenyl)-2-hydroxyethyl)amino)propan-2-yl)cyclohexane-1-carboxylate